(1R,3S)-1-((2'-(benzyloxy)-3',6-difluoro-[1,1'-biphenyl]-3-yl)methyl)-3-(methylsulfonamido)cyclopentane-1-carboxylic acid C(C1=CC=CC=C1)OC1=C(C=CC=C1F)C1=CC(=CC=C1F)C[C@]1(C[C@H](CC1)NS(=O)(=O)C)C(=O)O